N[C@@]1(CN(C[C@H]1CCCB1OC(C(O1)(C)C)(C)C)S(N)(=O)=O)C(=O)O |r| (rac)-trans-3-amino-1-sulfamoyl-4-(3-(4,4,5,5-tetramethyl-1,3,2-dioxaborolan-2-yl)propyl)pyrrolidine-3-carboxylic acid